2-(2'-chloro-6'-(2-(4,6-diphenyl-1,3,5-triazin-2-yl)pyridin-4-yl)-[1,1'-biphenyl]-3-yl)-1-phenyl-1H-benzo[d]imidazole ClC1=C(C(=CC=C1)C1=CC(=NC=C1)C1=NC(=NC(=N1)C1=CC=CC=C1)C1=CC=CC=C1)C1=CC(=CC=C1)C1=NC2=C(N1C1=CC=CC=C1)C=CC=C2